CC=1C(=C(C=CC1N)N)C dimethylbenzene-1,4-diamine